C1(CCCC1)CN1C(=NC=2N(C(N(C(C12)=O)CC#C)=O)CCCCP(OCC)(OCC)=O)CCC1=CC=C(C=C1)I Diethyl (4-(7-(cyclopentylmethyl)-8-(4-iodophenethyl)-2,6-dioxo-1-(prop-2-yn-1-yl)-1,2,6,7-tetrahydro-3H-purin-3-yl)butyl)phosphonate